5-(4,4-dimethyl-3-((6-methylpyridin-3-yl)methyl)-5-oxo-2-thioxoimidazolidin-1-yl)-3-(methylthio)pyridinecarbonitrile CC1(N(C(N(C1=O)C=1C=C(C(=NC1)C#N)SC)=S)CC=1C=NC(=CC1)C)C